C(C)OC(=O)C=1C(NN(CC1O)C=1C=NC(=CC1)C(F)(F)F)=O 5-hydroxy-3-oxo-1-(6-(trifluoromethyl)pyridin-3-yl)-1,2,3,6-tetrahydropyridazine-4-carboxylic acid ethyl ester